ClC1(NC=2CCC(C(C2C=C1)=O)(CC(F)(F)F)C)C=O 2-chloro-6-methyl-6-(2,2,2-trifluoroethyl)-7,8-dihydroquinolin-5-oneAL